ClC=1C(=C2C=NNC2=C(C1F)C(C(C)C)O)C=1N=CC=2N(C1)C=C(N2)NC(=O)[C@H]2[C@H](C2)F (1S,2S)-N-(6-(5-chloro-6-fluoro-7-(1-hydroxy-2-methylpropyl)-1H-indazol-4-yl)imidazo[1,2-a]pyrazin-2-yl)-2-fluorocyclopropane-1-carboxamide